N[C@@H]([C@@H](C1=CC=CC=C1)NS(=O)(=O)C1=CC=C(C)C=C1)C1=CC=CC=C1 (1R,2R)-N-(2-amino-1,2-diphenyl-ethyl)p-toluenesulfonamide